(4-chlorophenyl)-2,2,2-trifluoroethan-1-amine ClC1=CC=C(C=C1)C(C(F)(F)F)N